ClC=1C=C(C=CC1)C1=NC=C(C(=O)OC)C(=C1)C Methyl 6-(3-chlorophenyl)-4-methylnicotinate